C(C)(C)(C)C1=NC=C(C=N1)N1C(O[C@]2(C1)C[C@@](CCC2)(C)CN2C=NC1=C2C=C(C=C1)C#N)=O 1-(((5s,7s)-3-(2-(tert-butyl)pyrimidin-5-yl)-7-methyl-2-oxo-1-oxa-3-azaspiro[4.5]decan-7-yl)methyl)-1H-benzo[d]imidazole-6-carbonitrile